CC1=CN=NN1CC1(COC1)C=1C=C(C=CC1)N1C(C2=CC(=CC(=C2C1)C(F)(F)F)CNC1(CCC1)C)=O 2-(3-(3-((5-methyl-1H-1,2,3-triazol-1-yl)methyl)oxetan-3-yl)-phenyl)-6-(((1-methylcyclobutyl)amino)methyl)-4-(trifluoromethyl)isoindolin-1-one